5'-chloro-2'-[4-(5-chloropyridin-2-yl)piperazine-1-carbonyl]-7',8'-dihydro-6'H-spiro[cyclohexane-1,9'-furo[2,3-f]quinazoline]-7'-one ClC=1C=C2C(=C3C4(NC(NC13)=O)CCCCC4)OC(=C2)C(=O)N2CCN(CC2)C2=NC=C(C=C2)Cl